C1(CC1)CN1C(N(C(C=2N(C(=NC12)S(=O)(=O)C)C)=O)C)=O 3-(cyclopropylmethyl)-1,7-dimethyl-8-(methylsulfonyl)-1H-purine-2,6(3H,7H)-dione